indol-3-propanoic acid N1C=C(C2=CC=CC=C12)CCC(=O)O